NC(C(=O)[O-])(C)C (±)-2-Aminoisobutyrate